ethyl (3S)-3-amino-3-[5-(2-hydroxy-6-methylphenyl)-2-methylthiophen-3-yl]propanoate N[C@@H](CC(=O)OCC)C1=C(SC(=C1)C1=C(C=CC=C1C)O)C